C(#N)C=1C=CC(=C(C1)C1=NN(C=C1NC(=O)C=1C=NN2C1N=CC=C2)CC(C)(C)O)C N-(3-(5-cyano-2-methylphenyl)-1-(2-hydroxy-2-methylpropyl)-1H-pyrazol-4-yl)pyrazolo[1,5-a]pyrimidine-3-carboxamide